7,9-di-tert-butyl-4-phenyl-3-(o-tolyl)-1-oxa-2-azaspiro[4.5]deca-2,6,9-trien-8-one C(C)(C)(C)C1=CC2(C(C(=NO2)C2=C(C=CC=C2)C)C2=CC=CC=C2)C=C(C1=O)C(C)(C)C